C1(=CC(=CC=C1)[C@]12CCN(C[C@@H]2C1)C(=O)C1CC2(C1)NC(OC2)=O)C (2s,4s)-2-((1r,6s)-6-(m-tolyl)-3-azabicyclo[4.1.0]heptane-3-carbonyl)-7-oxa-5-azaspiro[3.4]octan-6-one